The molecule is an imidazoquinoline that is 3-methyl-2-oxo-2,3-dihydro-1H-imidazo[4,5-c]quinoline substituted at position 1 by a 4-(1-cyanoisopropyl)phenyl group and at position 8 by a quinolin-3-yl group. A dual PI3K/mTOR inhibitor used in cancer treatment. It has a role as an EC 2.7.1.137 (phosphatidylinositol 3-kinase) inhibitor, a mTOR inhibitor and an antineoplastic agent. It is an imidazoquinoline, a nitrile, a member of quinolines, a ring assembly and a member of ureas. CC(C)(C#N)C1=CC=C(C=C1)N2C3=C4C=C(C=CC4=NC=C3N(C2=O)C)C5=CC6=CC=CC=C6N=C5